2-Methylbenzyl (S)-3-cyclopropyl-2-(2-((S)-5-oxo-1-(2,3,5-trifluorobenzyl)pyrrolidin-2-yl)acetamido)propanoate C1(CC1)C[C@@H](C(=O)OCC1=C(C=CC=C1)C)NC(C[C@H]1N(C(CC1)=O)CC1=C(C(=CC(=C1)F)F)F)=O